tert-butyl 4-(3-(piperidin-4-yl)propyl)piperidine-1-carboxylate N1CCC(CC1)CCCC1CCN(CC1)C(=O)OC(C)(C)C